C([2H])([2H])([2H])C1OCCC1 ((methyl-d3))-tetrahydrofuran